(2H-benzotriazole-2-yl)6-dodecyl-4-methylphenol N=1N(N=C2C1C=CC=C2)C2=C(C(=CC(=C2)C)CCCCCCCCCCCC)O